BrC=1C(=C(C=CC1)C1=C(C(=NC=C1)Cl)Cl)Cl 4-(3-bromo-2-chlorophenyl)-2,3-dichloropyridine